ClC1=C(C=CC=C1)C1=NN2C(N=CC=C2)=C1C(=O)O 2-(2-Chlorophenyl)pyrazolo[1,5-a]pyrimidine-3-carboxylic Acid